FC(OC1(CCC1)OCC(=O)NC12COC(CC1)(CC2)C=2OC(=NN2)C2(CCC2)OC(F)(F)F)(F)F 2-[3-cis-(trifluoromethoxy)cyclobutoxy]-N-[1-[5-[3-cis-(trifluoromethoxy)cyclobutyl]-1,3,4-oxadiazol-2-yl]-2-oxabicyclo[2.2.2]oct-4-yl]acetamide